N-(4-(4-(3H-imidazo[4,5-b]pyridin-7-yl)-1H-pyrazol-1-yl)phenyl)-2-cyanoacetamide N1=CNC2=NC=CC(=C21)C=2C=NN(C2)C2=CC=C(C=C2)NC(CC#N)=O